C1(=CC=CC=C1)OC(=O)NC1=C(C=C(C(=O)OC)C=C1)Cl methyl 4-(((phenyloxy) carbonyl) amino)-3-chlorobenzoate